ethyl 2-(4-(tert-butyl)phenyl)-5-(2-nitrophenyl)oxazole-4-carboxylate C(C)(C)(C)C1=CC=C(C=C1)C=1OC(=C(N1)C(=O)OCC)C1=C(C=CC=C1)[N+](=O)[O-]